4-[(2S)-2-[8-amino-1-[4-(2-pyridylcarbamoyl)phenyl]imidazo[1,5-a]pyrazin-3-yl]pyrrolidin-1-yl]piperidine-1-carboxylate NC=1C=2N(C=CN1)C(=NC2C2=CC=C(C=C2)C(NC2=NC=CC=C2)=O)[C@H]2N(CCC2)C2CCN(CC2)C(=O)[O-]